FC1=C(C=C2C(=NC=NC2=C1)N1CC2(C1)CCN(CC2)CC=2C(=C1C=C(N(C1=CC2)CC(C)N2CCN(CC2)S(=O)(=O)C)C#N)C)CC(F)(F)F 5-[[2-[7-fluoro-6-(2,2,2-trifluoroethyl)quinazolin-4-yl]-2,7-diazaspiro[3.5]nonan-7-yl]methyl]-4-methyl-1-[2-(4-methylsulfonyl-piperazin-1-yl)propyl]indole-2-carbonitrile